O=C1N(CCC(N1)=O)N1C(C2=CC=C(C=C2C1=O)CCI)=O 2-(2,4-dioxotetrahydropyrimidin-1(2H)-yl)-5-(2-iodoethyl)isoindoline-1,3-dione